dimethyl (2-fluoro-5-(hydroxymethyl)benzyl)phosphonate FC1=C(CP(OC)(OC)=O)C=C(C=C1)CO